ClC1=CC2=C(S1)C1(CC(NCC1)C)OCC2(O)C(F)(F)F 2-chloro-2'-methyl-4-(trifluoromethyl)spiro[5H-thieno[2,3-c]pyran-7,4'-piperidine]-4-ol